CC1=CC=C2C=3C=CC(=CC3N(C2=C1)C)CC(=O)NCC1=CC(=CC=C1)F 2-(7,9-dimethyl-9H-carbazol-2-yl)-N-(3-fluorobenzyl)acetamide